1-(1-(chloromethyl)cyclopropyl)-4-fluorobenzene ClCC1(CC1)C1=CC=C(C=C1)F